C(=C)C=1C=CC2=CN(N=C2C1)C1CCC(CC1)C(=O)OC Methyl 4-(6-vinylindazol-2-yl)cyclohexanecarboxylate